(3E)-6,6-dihexyloxy-3-hexen-1-ol C(CCCCC)OC(C/C=C/CCO)OCCCCCC